C(CCCC)C1C=CC=CC1 5-amyl-1,3-cyclohexadiene